C(C)(C)(C)OC(=O)NC1=C(C=CC(=C1)F)NC(=O)C1=CC=C(C=C1)NC(COCCCCCCCCCOCC(=O)OCC1=CC=CC=C1)=O Benzyl 2-((9-(2-((4-((2-((tert-butoxycarbonyl)amino)-4-fluorophenyl)carbamoyl)phenyl)amino)-2-oxoethoxy)nonyl)oxy)acetate